tert-Butyl (1-(((3-((cyclopentylmethyl)sulfanyl)pyridin-2-yl)methyl)amino)-2-methyl-1-oxoprop-2-yl)carbamate C1(CCCC1)CSC=1C(=NC=CC1)CNC(C(C)(C)NC(OC(C)(C)C)=O)=O